4-bromo-1H-pyrrolo[2,3-b]pyridin-3-amine BrC1=C2C(=NC=C1)NC=C2N